FC=1C=C(C=CC1OC1=CC=NC2=CC(=CN=C12)OC)N1C(C=C(C(=C1C)OC)O)C N-[3-fluoro-4-[(7-methoxy-1,5-naphthyridin-4-yl)oxy]phenyl]-4-hydroxy-5-methoxy-2,6-dimethylpyridine